C(C)(C)(C)OC(=O)N1[C@@H](CN(C[C@@H]1C)C1=CC=C(C=2N=CC=NC12)C(=O)O)C 8-[(3R,5S)-4-tert-butoxycarbonyl-3,5-dimethyl-piperazin-1-yl]quinoxaline-5-carboxylic acid